(R)-4-t-butoxycarbonyl-2-formylmorpholine C(C)(C)(C)OC(=O)N1C[C@@H](OCC1)C=O